N-((3R,5S)-5-((1H-Pyrazol-1-yl)methyl)pyrrolidin-3-yl)-5-(3-(trifluoromethoxy)phenyl)oxazole-2-carboxamide TFA salt OC(=O)C(F)(F)F.N1(N=CC=C1)C[C@@H]1C[C@H](CN1)NC(=O)C=1OC(=CN1)C1=CC(=CC=C1)OC(F)(F)F